N1=C(C=CC=C1)C=1N=C(SC1)NC(=O)C1=CC=C(C(=O)NCCCNC(OC(C)(C)C)=O)C=C1 tert-butyl (3-(4-((4-(pyridin-2-yl)thiazol-2-yl)carbamoyl)benzamido)propyl)carbamate